fluoromethyl isopropyl ether C(C)(C)OCF